Cl.C1(CC1)C=1C(=NC=C(C1)C(F)(F)F)N1CCNCC1 1-(3-cyclopropyl-5-(trifluoromethyl)pyridin-2-yl)piperazine hydrochloride